methyl 2-(5-bromo-2-hydroxybenzylideneamino)-3-methylbutanoate BrC=1C=CC(=C(C=NC(C(=O)OC)C(C)C)C1)O